tert-butyl 3-(bis(3-hydroxypropyl)amino)azetidine-1-carboxylate OCCCN(C1CN(C1)C(=O)OC(C)(C)C)CCCO